ClC1=NN(C(=C1C(=O)OC)S(NC(NC1=NC(=CC(=N1)OC)OC)=O)(=O)=O)C methyl 3-chloro-5-(4,6-dimethoxypyrimidin-2-ylcarbamoylsulfamoyl)-1-methylpyrazole-4-carboxylate